C(CC(C)C)NC([C@H](CC1=NC=CC=C1)NC(=O)[C@@H]1[C@H](O1)C(=O)OCC)=O Ethyl (2S,3S)-3-(((S)-1-(isopentylamino)-1-oxo-3-(pyridin-2-yl)propan-2-yl)carbamoyl)oxirane-2-carboxylate